2,6-bis((4S,5R)-4,5-diphenyl-4,5-dihydrooxazol-2-yl)pyridin C1(=CC=CC=C1)[C@@H]1N=C(O[C@@H]1C1=CC=CC=C1)C1=NC(=CC=C1)C=1O[C@@H]([C@@H](N1)C1=CC=CC=C1)C1=CC=CC=C1